2'-thioguanosine [C@@H]1([C@H](S)[C@H](O)[C@@H](CO)O1)N1C=NC=2C(=O)NC(N)=NC12